N-[2-(6-chloro-2-pyridyl)-2-(1-methylpyrazol-4-yl)propyl]-2-(3,5-difluoro-2-pyridyl)oxazole-4-carboxamide ClC1=CC=CC(=N1)C(CNC(=O)C=1N=C(OC1)C1=NC=C(C=C1F)F)(C)C=1C=NN(C1)C